[H+].C[C@@]1(N(C(CO1)(C)C)C(=O)N2C=CN=C2)CCCC3=CC=C(C=C3)Cl The molecule is an organic cation obtained by protonation of the imidazole group of (S)-oxpoconazole. It is a conjugate acid of a (S)-oxpoconazole. It is an enantiomer of a (R)-oxpoconazole(1+).